tert-butyl N-[[7-(5-chloro-1-methyl-pyrazol-4-yl)-4-oxo-3H-phthalazin-1-yl]methyl]carbamate ClC1=C(C=NN1C)C1=CC=C2C(NN=C(C2=C1)CNC(OC(C)(C)C)=O)=O